5-chloro-3-fluoro-2-((1R,2R)-2-(4,4,5,5-tetramethyl-1,3,2-dioxaborolan-2-yl)cyclopropyl)pyridine ClC=1C=C(C(=NC1)[C@H]1[C@@H](C1)B1OC(C(O1)(C)C)(C)C)F